(1R,2S,5S)-N-[(1S)-2-amino-2-oxo-1-[[(3S)-2-oxopyrrolidin-3-yl]methyl]ethyl]-6,6-dimethyl-3-[3-(trifluoromethoxy)propanoyl]-3-azabicyclo[3.1.0]hexane-2-carboxamide NC([C@H](C[C@H]1C(NCC1)=O)NC(=O)[C@@H]1[C@H]2C([C@H]2CN1C(CCOC(F)(F)F)=O)(C)C)=O